ClC=1C(=C(OC=2C(=CC(=NC2)[N+](=O)[O-])C2=CC=C(C=C2)N2C[C@@H](N(CC2)C(=O)OC(C)(C)C)C)C=CC1)C(=O)OC (S)-tert-butyl 4-(4-(5-(3-chloro-2-(methoxycarbonyl)phenoxy)-2-nitropyridin-4-yl)phenyl)-2-methylpiperazine-1-carboxylate